3-chloro-2-(3-isopropyl-2-methylbut-2-yl)benzothiazole ClN1C(SC2=C1C=CC=C2)C(C)(C(C)C(C)C)C